5-bromo-6-chloro-3H-1,3-benzothiazole-2-thione BrC=1C(=CC2=C(NC(S2)=S)C1)Cl